4-(benzylthio)-2,3,5,6-tetramethylphenyl 4-(methoxymethoxy)-2,3,6-trimethylbenzoat COCOC1=C(C(=C(C(=O)OC2=C(C(=C(C(=C2C)C)SCC2=CC=CC=C2)C)C)C(=C1)C)C)C